The molecule is a 1-monoglyceride resulting from the formal condensation of 1-(all-cis-docosa-7,10,13,16-tetraenoic acid (adrenic acid) with one of the primary hydroxy groups of glycerol. It has a role as a cyclooxygenase 2 inhibitor and an EC 3.1.1.4 (phospholipase A2) inhibitor. It derives from an all-cis-docosa-7,10,13,16-tetraenoic acid. CCCCC/C=C\\C/C=C\\C/C=C\\C/C=C\\CCCCCC(=O)OCC(CO)O